(1S,2S)-2-fluoro-N-(8-(methylamino)-5-(5-((R)-2-methylmorpholino)benzo[d]oxazol-2-yl)-2,7-naphthyridin-3-yl)cyclopropane-1-carboxamide F[C@@H]1[C@@H](C1)C(=O)NC=1N=CC2=C(N=CC(=C2C1)C=1OC2=C(N1)C=C(C=C2)N2C[C@H](OCC2)C)NC